NC1=NC=CC(=N1)N1C=C(C=2C(NCCC21)=O)NC2=C(C(=CC=C2)Cl)SC (2-aminopyrimidin-4-yl)-3-[[3-chloro-2-(methylsulfanyl)phenyl]amino]-1H,5H,6H,7H-pyrrolo[3,2-c]pyridin-4-one